COCCOCCOCCOC=1C=C(OCCN(CCO)CCO)C=C(C1)CCCCCCCCCCCCCCC 2,2'-((2-(3-(2-(2-(2-methoxyethoxy)ethoxy)ethoxy)-5-pentadecylphenoxy)ethyl)azanediyl)diethanol